CONC(=O)NC 1-methoxy-3-methyl-urea